3-(trifluoromethyl)pyrazolo[1,5-a]Pyrimidin-7-amine FC(C=1C=NN2C1N=CC=C2N)(F)F